cyclopropyl-2-(6-(2-ethyl-5-fluoro-4-hydroxyphenyl)-1H-indazol-3-yl)-4,6-dihydropyrrolo[3,4-d]imidazole-5(1H)-carboxamide C1(CC1)N1C(=NC2=C1CN(C2)C(=O)N)C2=NNC1=CC(=CC=C21)C2=C(C=C(C(=C2)F)O)CC